l-aspartic acid beta-benzyl ester C1=CC=C(C=C1)COC(=O)C[C@@H](C(=O)O)N